7-Fluoro-4-(2-Fluoro-4-methylphenyl)-5-[4-[(3S)-1-(3-fluoropropyl)pyrrolidin-3-yl]oxyphenyl]-2,3-dihydro-1-benzoxepin-8-ol FC=1C(=CC2=C(C(=C(CCO2)C2=C(C=C(C=C2)C)F)C2=CC=C(C=C2)O[C@@H]2CN(CC2)CCCF)C1)O